methyl(5-(pyridin-2-ylthio)-1H-benzo[d]imidazol-2-yl)carbamate COC(NC1=NC2=C(N1)C=CC(=C2)SC2=NC=CC=C2)=O